C1(=CC=CC=C1)C1(CCCCC1)C(=O)O 1-phenyl-1-cyclohexyl-carboxylic acid